1-(2,4-bis(trifluoromethyl)phenyl)-3-methyl-4-nitro-1H-pyrazole FC(C1=C(C=CC(=C1)C(F)(F)F)N1N=C(C(=C1)[N+](=O)[O-])C)(F)F